(S)-7-(4-(5-fluoro-2-(((R)-tetrahydrofuran-3-yl)methoxy)phenyl)piperidin-1-yl)-2-(1,3,4-thiadiazol-2-yl)-5-oxa-2-azaspiro[3.4]octane FC=1C=CC(=C(C1)C1CCN(CC1)[C@@H]1COC2(CN(C2)C=2SC=NN2)C1)OC[C@H]1COCC1